C(C1=CC=CC=C1)C=1C=NC(=NC1)N1CCN(CC1)C=1C=NN2C1N=CC(=C2)C=2C=NN(C2)C 3-[4-(5-Benzylpyrimidin-2-yl)piperazin-1-yl]-6-(1-methyl-1H-pyrazol-4-yl)pyrazolo[1,5-a]pyrimidine